(1-(2-fluoro-4-iodophenyl)pyrrolidin-3-yl)methanol FC1=C(C=CC(=C1)I)N1CC(CC1)CO